NC1=C(C=CC(=C1F)NCC1=CC=C(C=C1)C(F)(F)F)NC(CCCCCC[C@@H](CF)F)=O (8S)-N-(2-amino-3-fluoro-4-((4-(trifluoromethyl)benzyl)amino)phenyl)-8,9-difluorononanamide